FC1=C(C(=O)N([C@H]2CNCCC2)C=2N=CC3=CC=CC=C3C2)C=CC(=C1)C1=NC=CC=C1 (R)-2-fluoro-N-(isoquinolin-3-yl)-N-(piperidin-3-yl)-4-(pyridin-2-yl)benzamide